FC(COC=1C(=C2CCN3C(C2=CC1)=C(C(C=C3NCC3OCCC3)=O)C)OC)F 9-(2,2-Difluoro-ethoxy)-8-methoxy-1-methyl-4-[(tetrahydro-furan-2-ylmethyl)-amino]-6,7-dihydro-pyrido[2,1-a]isoquinolin-2-one